[(3S*,4R*)-4-(2,6-Difluoro-4-methoxyphenyl)-1-methyl-2-oxopyrrolidin-3-yl]carbamic Acid Benzyl Ester C(C1=CC=CC=C1)OC(N[C@@H]1C(N(C[C@H]1C1=C(C=C(C=C1F)OC)F)C)=O)=O |o1:10,14|